FC1CN(CC1)C1CCC(CC1)C1=CC=2NC(=C(C2S1)C(C)C)C=1C=C(C=2N(C1)N=CN2)C 2-(4-(3-fluoropyrrolidin-1-yl)cyclohexyl)-6-isopropyl-5-(8-methyl-[1,2,4]triazolo[1,5-a]pyridin-6-yl)-4H-thieno[3,2-b]pyrrole